ClC1=NC(=NC(=N1)N)N 2-chloro-4,6-diamino-s-triazine